C(C)N([C@]1(CN(CCC1)C1=CC(=C(C(=C1)F)S(=O)(=O)NC1=NC=NC=C1)F)CCC1=CC(=CC=C1)C(F)(F)F)C (R)-4-(3-(Ethyl(methyl)amino)-3-(3-(trifluoromethyl)-phenethyl)piperidin-1-yl)-2,6-difluoro-N-(pyrimidin-4-yl)benzenesulfonamide